(RS)-3-(3-fluorophenyl)-2-(1-((8-hydroxy-9H-purin-6-yl)amino)propyl)-4H-chromen-4-one FC=1C=C(C=CC1)C1=C(OC2=CC=CC=C2C1=O)[C@@H](CC)NC1=C2N=C(NC2=NC=N1)O |r|